OC(=O)C(F)(F)F.C12NCCC2N(C1)C1=C(C#N)C(=CC=C1OC)[N+](=O)[O-] 2-(2,6-diazabicyclo[3.2.0]hept-6-yl)-3-methoxy-6-nitrobenzonitrile TFA salt